C(#N)C1=C(C=CC=C1)SC1=C(C(=O)O)C=CC=C1 2-(2-cyanophenylthio)benzoic acid